FC1=CC=CC=2N=C(OC21)C2CCNCC2 7-fluoro-2-(piperidin-4-yl)-1,3-benzoxazole